ClC=1C=C(C=CC1C(NC1CCNCC1)=O)NC(=O)C=1N(C(=CN1)C1=C(C(=C(C=C1)OC)F)F)C N-[3-chloro-4-(4-piperidylcarbamoyl)phenyl]-5-(2,3-difluoro-4-methoxyphenyl)-1-methyl-imidazole-2-carboxamide